(S)-5-amino-3-((3-(2-(4-chlorophenyl)-2-hydroxyethyl)-1,2,4-oxadiazol-5-yl)methyl)-1-methylpyrimidine-2,4(1H,3H)-dione NC=1C(N(C(N(C1)C)=O)CC1=NC(=NO1)C[C@H](O)C1=CC=C(C=C1)Cl)=O